(R)-4-ethynyl-1-(6-(3-methylmorpholino)-1-(1-((2-(trimethylsilyl)ethoxy)methyl)-1H-pyrazol-5-yl)-1H-pyrazolo[3,4-b]Pyridin-4-yl)cyclohexane C(#C)C1CCC(CC1)C1=C2C(=NC(=C1)N1[C@@H](COCC1)C)N(N=C2)C2=CC=NN2COCC[Si](C)(C)C